N-[(1R)-3-(4-hydroxyphenyl)-1-methylpropyl]-2-(2-phenyl-1H-indol-3-yl)acetamide OC1=CC=C(C=C1)CC[C@@H](C)NC(CC1=C(NC2=CC=CC=C12)C1=CC=CC=C1)=O